ClC=1N=NC(=C(C1C1=C(C=CC=C1F)F)C1=CC=CC=C1)C 3-Chloro-4-(2,6-difluorophenyl)-6-methyl-5-phenylpyridazin